(R)-2-(3-(6-chloroquinolin-2-yloxy)pyrrolidin-1-yl)benzonitrile ClC=1C=C2C=CC(=NC2=CC1)O[C@H]1CN(CC1)C1=C(C#N)C=CC=C1